NC=1C(=NC(=C(N1)N)Cl)C(=O)NC(NCCCCC1=CC=C(C=C1)C1=CC=C(C=C1)CCC(=O)NCCCC[C@H](N)C(=O)O)=N N6-(3-(4'-(4-(3-(3,5-diamino-6-chloropyrazine-2-carbonyl)guanidino)butyl)-[1,1'-biphenyl]-4-yl)propanoyl)-L-lysine